ClC=1C=C(C=C(C1)Cl)C1(OCCO1)OC 2-(3,5-dichlorophenyl)-2-methoxy-1,3-dioxolane